5-(1-(2,2-difluoroethyl)-2-methyl-1H-imidazo[4,5-b]pyridin-6-yl)-N-(2-azaspiro[3.3]heptan-6-yl)pyrrolo[2,1-f][1,2,4]triazin-2-amine FC(CN1C(=NC2=NC=C(C=C21)C=2C=CN1N=C(N=CC12)NC1CC2(CNC2)C1)C)F